bis(2,3,5,6-tetrafluorophenyl)hexanedioate FC1=C(C(=C(C=C1F)F)F)OC(CCCCC(=O)OC1=C(C(=CC(=C1F)F)F)F)=O